N1=C(C=NC=C1)C1=NN(C=C1)CC1=CC=C(C(=O)O)C=C1 4-[[3-(2-pyrazinyl)-1H-pyrazol-1-yl]methyl]benzoic acid